C[N+](C)(C)C[C@@H](CC(=O)[O-])OC(=O)/C=C/C(=O)O The molecule is an O-acyl-L-carnitine in which the acyl group is specified as fumaryl. It has a role as a metabolite. It is an O-acyl-L-carnitine and an O-fumarylcarnitine. It derives from a fumaric acid.